N-[3-chloro-4-(2,2-difluoroethoxy)-2-fluoro-phenyl]-6-(4,7-diazaspiro[2.5]octan-7-yl)pyrimido[5,4-d]pyrimidin-4-amine ClC=1C(=C(C=CC1OCC(F)F)NC=1C2=C(N=CN1)C=NC(=N2)N2CCNC1(CC1)C2)F